tert-Butyl 6-((4-methyl-3-(pyridin-2-yl)phenyl)carbamoyl)-3,6-diazabicyclo[3.1.1]heptane-3-carboxylate CC1=C(C=C(C=C1)NC(=O)N1C2CN(CC1C2)C(=O)OC(C)(C)C)C2=NC=CC=C2